FC=1C=C(C=CC1F)C1(CCC2N(CCN(C2)C(=O)OC(C)(C)C)C1)O tert-butyl 7-(3,4-difluorophenyl)-7-hydroxyoctahydro-2H-pyrido[1,2-a]pyrazine-2-carboxylate